NCC1=CC=C(CN2C(=NC=3C2=C(N=NC3N)N3CCCC3)CCCC)C=C1 1-(4-(aminomethyl)benzyl)-2-butyl-7-(pyrrolidin-1-yl)-1H-imidazo[4,5-d]pyridazin-4-amine